C(C)(C)N1N=CC2=C1C=NNC2=O 1-isopropyl-1,5-dihydro-4H-pyrazolo[3,4-d]Pyridazin-4-one